N1=CC=C2N1C=C(C=C2)CC=O pyrazolo[1,5-a]pyridin-6-ylacetaldehyde